([1,1'-biphenyl]-4-yl-d9)boronic acid C1(=C(C(=C(C(=C1[2H])[2H])B(O)O)[2H])[2H])C1=C(C(=C(C(=C1[2H])[2H])[2H])[2H])[2H]